N-cyclohexyl-5-(3-(4-methoxyphenoxy)prop-1-yn-1-yl)-1H-pyrrolo[2,3-b]pyridine C1(CCCCC1)N1C=CC=2C1=NC=C(C2)C#CCOC2=CC=C(C=C2)OC